C1(CCC1)C1=NOC(=C1)C=O 3-cyclobutyl-1,2-oxazole-5-carbaldehyde